2-(6-(3,5-Difluoro-6-((1-methyl-1H-indazol-5-yl)methoxy)pyridin-2-yl)-6-azaSpiro[2.5]octan-1-yl)-1-((S)-oxetan-2-ylmethyl)-1H-benzo[d]imidazole-6-carboxylate FC=1C(=NC(=C(C1)F)OCC=1C=C2C=NN(C2=CC1)C)N1CCC2(CC2C2=NC3=C(N2C[C@H]2OCC2)C=C(C=C3)C(=O)[O-])CC1